3-((tert-butyl-dimethylsilyl)oxy)-propanol [Si](C)(C)(C(C)(C)C)OCCCO